ClC=1C=CC2=C(CCC=3C(=NC=CC3)C2=C2CCN(CC2)C=2C=C3C(=CN(C3=CC2)S(=O)(=O)C2=CC=C(C)C=C2)C=O)C1 5-(4-(8-chloro-5H-benzo[5,6]cyclohepta[1,2-b]pyridin-11(6H)-ylidene)piperidin-1-yl)-1-tosyl-1H-indole-3-carbaldehyde